C(C)S(=O)(=O)N1CC(C1)(N1N=CC(=C1)C1=CC=CC=2N1N=C(N2)NC=2C=NN(C2)C(C)C)CC#N 2-(1-(ethanesulfonyl)-3-(4-(2-((1-isopropyl-1H-pyrazol-4-yl)amino)-[1,2,4]triazolo[1,5-a]pyridin-5-yl)-1H-pyrazol-1-yl)azetidin-3-yl)acetonitrile